N-((1,2,3,5,6,7-Hexahydro-s-indacen-4-yl)carbamoyl)-1-isopropyl-2-oxo-1,2-dihydropyridine-4-sulfonamide, sodium salt [Na].C1CCC2=C(C=3CCCC3C=C12)NC(=O)NS(=O)(=O)C1=CC(N(C=C1)C(C)C)=O